1-(6-fluoropyridin-3-yl)-2',5,7-trimethyl-1H,2'H-3,4'-biindazole FC1=CC=C(C=N1)N1N=C(C2=CC(=CC(=C12)C)C)C=1C2=CN(N=C2C=CC1)C